(R)-1-(2,5-difluoropyridin-3-yl)ethyl (4-(5-(2-(difluoromethyl)pyrimidine-5-carboxamido)pyridin-2-yl)-1-methyl-1H-1,2,3-triazol-5-yl)carbamate FC(C1=NC=C(C=N1)C(=O)NC=1C=CC(=NC1)C=1N=NN(C1NC(O[C@H](C)C=1C(=NC=C(C1)F)F)=O)C)F